C(C)(C)(C)OC(=O)N(C1CC2=C(C(=CS2)C(=O)OCC)CC1)C ethyl 6-[tert-butoxycarbonyl(methyl)amino]-4,5,6,7-tetrahydrobenzothiophene-3-carboxylate